FC(CC(C(=O)O)CC=C)(C)F 2-(2,2-difluoropropyl)pent-4-enoic acid